O=C(CC(=O)N[C@@H]1C(OCC1)=O)CCCCCCCCC 3-oxo-N-((3S)-tetrahydro-2-oxo-3-furyl)dodecanamide